acryloxypropyl-triethoxysilane C(C=C)(=O)OCCC[Si](OCC)(OCC)OCC